tert-Butyl 2-(1-((6-((3,4-dihydroisoquinolin-2(1H)-yl)-methyl)-4-oxo-4H-pyran-3-yl)oxy)-ethyl)-7-azaspiro[3.5]nonane-7-carboxylate C1N(CCC2=CC=CC=C12)CC1=CC(C(=CO1)OC(C)C1CC2(C1)CCN(CC2)C(=O)OC(C)(C)C)=O